CC=1C=C(C=C2C=NNC12)C=1C=2N(C=NC1C1=CC=CC=C1)C(NN2)=O 8-(7-methyl-1H-indazol-5-yl)-7-phenyl-[1,2,4]Triazolo[4,3-c]Pyrimidin-3-one